5-bromo-2-(difluoromethyl)-4,6-dimethoxypyrimidine BrC=1C(=NC(=NC1OC)C(F)F)OC